CC(CC(=O)O)(C)C 3,3-dimethyl-1-butanoic acid